1-[6-(3-{[(tert-butoxy)carbonyl]amino}azetidin-1-yl)pyridin-3-yl]-6-chloro-7-[(2R)-2-{[(3-chloropyridin-2-yl)oxy]methyl}pyrrolidin-1-yl]-4-oxo-1,4-dihydroquinoline-3-carboxylic acid C(C)(C)(C)OC(=O)NC1CN(C1)C1=CC=C(C=N1)N1C=C(C(C2=CC(=C(C=C12)N1[C@H](CCC1)COC1=NC=CC=C1Cl)Cl)=O)C(=O)O